C1(=CC=CC=C1)C1=C(C=CC=C1)S(=O)(=O)OC1=C(C=CC=C1)NC(=O)NC1=C(C=CC=C1)OS(=O)(=O)C1=C(C=CC=C1)C1=CC=CC=C1 N,N'-di-[2-(o-phenylbenzenesulfonyloxy)phenyl]urea